C(C)(C)(C)C=1C=CC(=C(C1)C1=CC=CC=C1)NC=1C2=C(OC1)C=C1C(CCC(C1=C2)(C)C)(C)C N-(5-(tert-butyl)-[1,1'-biphenyl]-2-yl)-5,5,8,8-tetramethyl-5,6,7,8-tetrahydronaphtho[2,3-b]furan-3-amine